N-benzyloxycarbonyl-O-t-butyl-L-seryl-glycine benzyl ester C(C1=CC=CC=C1)OC(CNC([C@@H](NC(=O)OCC1=CC=CC=C1)COC(C)(C)C)=O)=O